ClC1=C(C=CC=C1)C#CCC=C 1-chloro-2-(pent-4-en-1-ynyl)benzene